trans-4-decen-1-al C(CC\C=C\CCCCC)=O